ethyl-benzeneOne C(C)C1C(C=CC=C1)=O